tert-butyl (S)-7-(3-(3,5-difluorophenyl)-5-(methoxycarbonyl)pyridin-4-yl)-1,7-diazaspiro[4.4]nonane-1-carboxylate FC=1C=C(C=C(C1)F)C=1C=NC=C(C1N1C[C@]2(CCCN2C(=O)OC(C)(C)C)CC1)C(=O)OC